C(C)(C)(C)N(C(O)=O)C1=CC(=NC=C1OC(C)C)NC(C)=O.C(=C)CC(=O)O.C(\C=C\C)(=O)O crotonic acid vinyl-acetate tert-butyl-(2-acetamido-5-isopropoxypyridin-4-yl)carbamate